(R)-2-Hydroxy-N-(4-(1-(2-(2-methylmorpholino)pyrimidin-4-yl)-1H-1,2,3-triazol-4-yl)-3-(6-azaspiro[2.5]oct-6-yl)phenyl)ethane-1-sulfonamide OCCS(=O)(=O)NC1=CC(=C(C=C1)C=1N=NN(C1)C1=NC(=NC=C1)N1C[C@H](OCC1)C)N1CCC2(CC2)CC1